BrC=1C=CC(=C(C1)NC(CCCCO)C)[N+](=O)[O-] 5-((5-bromo-2-nitrophenyl)amino)hexan-1-ol